(2S,4r)-4-fluoro-1-methyl-N-(1-methylpyrazol-4-yl)pyrrolidine-2-carboxamide F[C@@H]1C[C@H](N(C1)C)C(=O)NC=1C=NN(C1)C